N-(3-chloro-4-(6-cyano-5-fluoropyridin-2-yl)phenyl)-3-fluorobenzenesulfonamide ClC=1C=C(C=CC1C1=NC(=C(C=C1)F)C#N)NS(=O)(=O)C1=CC(=CC=C1)F